(S)-ethyl 1-(2-amino-3-(1H-imidazol-4-yl)propanoyl)piperidine-3-carboxylate NC(C(=O)N1C[C@H](CCC1)C(=O)OCC)CC=1N=CNC1